FC1=CC2=C(C=CO2)C(=C1)N1CCN(CC1)CCC1=CC=C2C=CC(NC2=C1)=O 7-(2-(4-(6-fluorobenzofuran-4-yl)piperazin-1-yl)ethyl)quinolin-2(1H)-one